C(CCC(C)C)C=1C(=NC=CN1)OC IsohexylmethoxyPyrazine